tert-Butyl 4-(5-(4,4,5,5-tetramethyl-1,3,2-dioxaborolan-2-yl)oxazol-2-yl)piperidine-1-carboxylate CC1(OB(OC1(C)C)C1=CN=C(O1)C1CCN(CC1)C(=O)OC(C)(C)C)C